ClC=1C=C2CNC(C2=CC1C=C)=O 5-chloro-6-vinyl-2,3-dihydro-isoindol-1-one